Trans-(rac)-tert-butyl-4-(1,3-benzothiazol-5-ylcarbamoyl)-3-fluoro-piperidine-1-carboxylate C(C)(C)(C)OC(=O)N1C[C@H]([C@@H](CC1)C(NC=1C=CC2=C(N=CS2)C1)=O)F |r|